C1(=CC=CC=C1)N(P(O)(O)=O)C1=CC=CC=C1.C1(=CC=CC=C1)OP(OC1=CC=CC=C1)(O)=O diphenylphosphoric acid (Diphenyl phosphoroamidate)